3-(3-Methyl-2-oxo-4-(piperazin-1-ylmethyl)-2,3-dihydro-1H-benzo[d]imidazol-1-yl)piperidine-2,6-dione dihydrochloride Cl.Cl.CN1C(N(C2=C1C(=CC=C2)CN2CCNCC2)C2C(NC(CC2)=O)=O)=O